1-(pyridin-3-ylmethyl)-3-{4-[(4-sulfamoylphenyl)sulfamoyl]phenyl}urea N1=CC(=CC=C1)CNC(=O)NC1=CC=C(C=C1)S(NC1=CC=C(C=C1)S(N)(=O)=O)(=O)=O